C1(CC1)C=1N=C(SC1)C12CC(C1)(C2)NC(=O)C=2OC(=CC2)C2(CC2)S(=O)(=O)C N-[3-(4-cyclopropylthiazol-2-yl)-1-bicyclo[1.1.1]pentanyl]-5-(1-methylsulfonylcyclopropyl)furan-2-carboxamide